3-[(6-bromo-1-methyl-indazol-3-yl)amino]propionic acid BrC1=CC=C2C(=NN(C2=C1)C)NCCC(=O)O